BrC=1C=C(C=CC1)CC(C(=O)O)(C)C 3-(3-bromophenyl)-2,2-dimethyl-propanoic acid